2-(8-(Methylthio)imidazo[1,5-a]pyridin-3-yl)propan-2-amine dihydrochloride Cl.Cl.CSC=1C=2N(C=CC1)C(=NC2)C(C)(C)N